2-[[5-[4-Bromo-3-(trifluoromethyl)phenyl]-2-furanyl]methylene]benzo[b]thiophen-3(2H)-one BrC1=C(C=C(C=C1)C1=CC=C(O1)C=C1C(C2=C(S1)C=CC=C2)=O)C(F)(F)F